5-(8-fluoro-7-(8-fluoronaphthalen-1-yl)-2-((hexahydro-1H-pyrrolizin-7a-yl)methoxy)pyrido[4,3-d]pyrimidin-4-yl)-N,N-dimethyl-5,6,7,8-tetrahydro-4H-pyrazolo[1,5-a][1,4]diazepin-2-amine FC1=C(N=CC2=C1N=C(N=C2N2CC=1N(CCC2)N=C(C1)N(C)C)OCC12CCCN2CCC1)C1=CC=CC2=CC=CC(=C12)F